O1C(=CC=C1C(=O)[O-])C(=O)OC 2-methyl 2,5-furandicarboxylate